C(C)(C)(C)OC(=O)N1CC=2N(CC1)N=CC2C(=O)O 5-tert-butoxycarbonyl-6,7-dihydro-4H-pyrazolo[1,5-a]pyrazine-3-carboxylic acid